CC(=O)C1=CC=C(C=C1)C#N 4-Cyanoacetophenone